O[C@@H](/C=C/C1=C(C=CC=C1)/C=C/[C@H](CCCC(=O)OC)O)[C@@H](CCCCC)O methyl (S,E)-7-(2-((3S,4R,E)-3,4-dihydroxynon-1-en-1-yl)phenyl)-5-hydroxyhept-6-enoate